tert-butyl 3-((4-(4-(2-amino-4-(difluoromethyl)pyrimidin-5-yl)-6-morpholino-1,3,5-triazin-2-yl)piperazin-1-yl)methyl)azetidine-1-carboxylate NC1=NC=C(C(=N1)C(F)F)C1=NC(=NC(=N1)N1CCOCC1)N1CCN(CC1)CC1CN(C1)C(=O)OC(C)(C)C